1-undecyl-4-methylpyridinium fluoride salt [F-].C(CCCCCCCCCC)[N+]1=CC=C(C=C1)C